7-bromo-1H-indole-2-carboxamide BrC=1C=CC=C2C=C(NC12)C(=O)N